C(C)OC1=C(C=C(C=C1)N1[C@@H]2CN(C[C@H](C1)CC2(C)C)CCCC#N)F 4-((1R,5S)-6-(4-Ethoxy-3-fluorophenyl)-9,9-dimethyl-3,6-diazabicyclo[3.2.2]nonan-3-yl)butanenitrile